Methyl 3-chloro-2-(2-fluoro-6-(1-methyl-1H-pyrazol-4-yl)phenyl)imidazo[1,2-a]pyridine-7-carboxylate ClC1=C(N=C2N1C=CC(=C2)C(=O)OC)C2=C(C=CC=C2C=2C=NN(C2)C)F